BrCCOC1=C(C=CC=C1)C=1C(=CC(=C(C1)NS(=O)(=O)C=1C=C(C(=O)OC)C=C(C1OC)Cl)F)F methyl 3-[[5-[2-(2-bromoethoxy) phenyl]-2,4-difluoro-phenyl] sulfamoyl]-5-chloro-4-methoxybenzoate